BrC1=CC(=C(C=C1)NC(=O)C1N2C=CC=C2C(CC1)=O)C N-(4-bromo-2-methylphenyl)-8-oxo-6,7-dihydro-5H-indolizine-5-carboxamide